FC1=C(C(=CC=C1)OC)C1=CC(=NC=C1C(=O)NC=1SC(=NN1)OCC1CCC(CC1)O)C 4-(2-fluoro-6-methoxyphenyl)-N-(5-(((1s,4s)-4-hydroxycyclohexyl)methoxy)-1,3,4-thiadiazol-2-yl)-6-methylnicotinamide